6-((4-methoxybenzyl)amino)-4-methyl-N-(2-(4-methylpiperazin-1-yl)-5-(4-((3-morpholinopropyl)carbamoyl)-1H-1,2,3-triazol-1-yl)phenyl)nicotinamide COC1=CC=C(CNC2=NC=C(C(=O)NC3=C(C=CC(=C3)N3N=NC(=C3)C(NCCCN3CCOCC3)=O)N3CCN(CC3)C)C(=C2)C)C=C1